C(C)OC(=O)C=1OC2=C(C1C)C=C(C=C2)S(N(CCC2=CC=CC=C2)CC2=C(C=CC=C2)N2CCN(CC2)C(C2=CC=C(C=C2)C(C)=O)=O)(=O)=O 5-(N-(2-(4-(4-acetylbenzoyl)piperazin-1-yl)benzyl)-N-phenethylsulfamoyl)-3-methylbenzofuran-2-carboxylic acid ethyl ester